COC1=NC(=NC(=C1)C1=CNC2=CC(=CC=C12)C)N 4-methoxy-6-(6-methyl-1H-indol-3-yl)pyrimidin-2-amine